C(C=C)(=O)N1C[C@@H](N(CC1)C1=C(C(N(C2=NC(=C(C=C12)Cl)C1=C(C(=C(C(=C1F)F)F)F)N)C=1C(=NC=CC1C)C(C)C)=O)C#N)C (M)-4-((S)-4-propenoyl-2-methylpiperazin-1-yl)-7-(2-amino-3,4,5,6-tetrafluorophenyl)-6-chloro-1-(2-isopropyl-4-methylpyridin-3-yl)-2-oxo-1,2-dihydro-1,8-naphthyridine-3-carbonitrile